norbornenol C1CC2(CC1C=C2)O